3-(6-(1-(3,4-dichlorobenzyl)-3,7-dimethyl-2,6-dioxo-2,3,6,7-tetrahydro-1H-purin-8-ylamino)pyridin-2-yl)propanamide ClC=1C=C(CN2C(N(C=3N=C(N(C3C2=O)C)NC2=CC=CC(=N2)CCC(=O)N)C)=O)C=CC1Cl